3-{[2-(4-Chlorophenyl)imidazo[1,2-a]pyridin-3-yl]methyl}-N,N-diisopropyl-3,8-diazabicyclo[3.2.1]octan-8-carboxamid ClC1=CC=C(C=C1)C=1N=C2N(C=CC=C2)C1CN1CC2CCC(C1)N2C(=O)N(C(C)C)C(C)C